tert-Butyl (4-((3-cyano-6-(3-hydroxy-3-methylazetidin-1-yl)pyrazolo[1,5-a]pyridin-4-yl)ethynyl)phenyl)formate C(#N)C=1C=NN2C1C(=CC(=C2)N2CC(C2)(C)O)C#CC2=CC=C(C=C2)C(=O)OC(C)(C)C